ClC=1C=C(C=CC1)N1C(N(C(C1)C#N)C1=CN=CC2=CC=C(C=C12)C(=O)OC)=O methyl 4-(3-(3-chlorophenyl)-5-cyano-2-oxoimidazolidin-1-yl)isoquinoline-6-carboxylate